Cl.FC(C=1C=C(C=NC1)OC1CC2(C1)CCNCC2)(F)F 2-((5-(trifluoromethyl)pyridin-3-yl)oxy)-7-azaspiro[3.5]nonane hydrochloride